ethylenediphosphonic acid potassium salt [K+].C(CP([O-])([O-])=O)P([O-])([O-])=O.[K+].[K+].[K+]